N-fluorenylmethoxycarbonyl-glycylglycidyl-glycine C1(=CC=CC=2C3=CC=CC=C3CC12)COC(=O)NCC(=O)N(CC(=O)O)CC1CO1